FC1CC(N(C1)C(=O)C1(COC1)C)C(=O)NC(C1=CC=C(C=C1)C(C)C)C1=CC=CC=C1 4-fluoro-1-(3-methyloxetane-3-carbonyl)-N-{phenyl[4-(propan-2-yl)phenyl]methyl}pyrrolidine-2-carboxamide